naphthalen-1-yl-1,2,4-thiadiazolidine C1(=CC=CC2=CC=CC=C12)N1SCNC1